N-[4-[(3S)-3-phenylisoxazolidin-2-yl]-5-(trifluoromethyl)pyrimidin-2-yl]-5,6,7,8-tetrahydro-1,6-naphthyridin-2-amine C1(=CC=CC=C1)[C@H]1N(OCC1)C1=NC(=NC=C1C(F)(F)F)NC1=NC=2CCNCC2C=C1